NC(CCC1=CC=CC(=N1)C(=O)NC1=CC(=NN1C1=NC=CC=C1)C1CCN(CC1)C(C)C)=O 6-(3-amino-3-oxopropyl)-N-(3-(1-isopropylpiperidin-4-yl)-1-(pyridin-2-yl)-1H-pyrazol-5-yl)picolinamide